difluoro-2-(2-isopropoxyphenyl)acetamide FC(C(=O)N)(C1=C(C=CC=C1)OC(C)C)F